C(CC)OC=1C=CC=C(C1)C1=NOC=C1 3-(5-propoxyphenyl)-isoxazole